C(C)(C)(C)C=1C=CC(=C(C=O)C1)Cl 5-Tert-butyl-2-chlorobenzaldehyde